C(C)(C)N(\C(\OC(C)(C)C)=N/[H])C(C)C tert-butyl (E)-N,N-diisopropylcarbamimidate